4-amino-3,3-dimethyltetrahydropyran hydrochloride Cl.NC1C(COCC1)(C)C